3,4-dichloro-5-ethoxyfuranone ClC1C(OC(=C1Cl)OCC)=O